C1(CC1)C1=NOC(=N1)C(N1[C@@H](CN[C@H](C1)C)COC)C1=CC=C(C=C1)F 3-cyclopropyl-5-((4-fluorophenyl)((2s,5s)-2-(methoxymethyl)-5-methylpiperazin-1-yl)methyl)-1,2,4-oxadiazole